FC(OC1=CC=C(C=C1)S(=O)(=O)N1CC2=C(C1)CN(C2)C(=O)NCC2=CC=C(C=C2)OC)F 5-[4-(Difluoromethoxy)benzenesulfonyl]-N-[(4-methoxyphenyl)methyl]-1H,2H,3H,4H,5H,6H-pyrrolo[3,4-c]pyrrole-2-carboxamide